(R)-3-((R)-2-(4-ethyl-2,3-dioxopiperazine-1-carboxamido)-2-(3-phosphonophenyl)acetamido)-2-hydroxy-3,4-dihydro-2H-benzo[e][1,2]oxaborinine-8-carboxylic acid C(C)N1C(C(N(CC1)C(=O)N[C@@H](C(=O)N[C@@H]1B(OC2=C(C1)C=CC=C2C(=O)O)O)C2=CC(=CC=C2)P(=O)(O)O)=O)=O